CN1C=NC=2C(N(C=3N=C(C=CC3C21)C(F)(F)F)C2=NC=CC=C2C)=O 1-methyl-5-(3-methylpyridin-2-yl)-7-(trifluoromethyl)-1,5-dihydro-4H-imidazo[4,5-c][1,8]Naphthyridin-4-one